7-Cyclopropyl-6-(4-hydroxytetrahydro-2H-pyran-4-yl)-2-methylquinazolin-4-ol C1(CC1)C1=C(C=C2C(=NC(=NC2=C1)C)O)C1(CCOCC1)O